NCCCC(C(CC)(CC)CC)O 3-aminopropyltriethyl-Ethanol